N-(2,2-difluoroethyl)-5-[(2-fluorophenyl)methoxy]-2-methylpyrazolo[1,5-a]pyridine-3-carboxamide FC(CNC(=O)C=1C(=NN2C1C=C(C=C2)OCC2=C(C=CC=C2)F)C)F